I[Pt] iodoplatinum